ClC1=C(C#N)C=C(C(=C1)OCC=1N=NC(=CC1)Cl)C1=C(C=CC(=C1)OC1CC1)F 2-chloro-4-[(6-chloro-pyridazin-3-yl)methoxy]-5-(5-cyclopropyloxy-2-fluorophenyl)benzonitrile